N-(benzo[d][1,3]dioxol-5-yl)-4-(N-(2-fluorophenyl)sulfamoyl)benzamide O1COC2=C1C=CC(=C2)NC(C2=CC=C(C=C2)S(NC2=C(C=CC=C2)F)(=O)=O)=O